1-((tert-butyldimethylsilyl)oxy)octan-4-ol [Si](C)(C)(C(C)(C)C)OCCCC(CCCC)O